2-[2-(5-fluoro-1H-indol-3-yl)ethyl-methyl-amino]ethanol FC=1C=C2C(=CNC2=CC1)CCN(CCO)C